C(C)(C)(C)OC(=O)N(S(=O)(=O)C1=CC=C(C=C1)[C@@H]1C([C@H]1C(=O)OCC)(C)C)C(C)(C)C ethyl (1S,3S)-3-(4-(N-(tert-butoxycarbonyl)-N-(tert-butyl) sulfamoyl) phenyl)-2,2-dimethylcyclopropanecarboxylate